OCC([C@H](C[C@@H]1C(NCC1)=O)NC(=O)[C@@H]1N(C2CCC1CC2)C(=O)C2=CC1=C(N2)C(=CS1)C)=O (R)-N-((S)-4-hydroxy-3-oxo-1-((R)-2-oxopyrrolidin-3-yl)butan-2-yl)-2-(3-methyl-4H-thieno[3,2-b]pyrrole-5-carbonyl)-2-azabicyclo[2.2.2]octane-3-carboxamide